C(C)(C)(C)OC(=O)C1(CCC(CC1)(F)F)O 4,4-difluoro-1-hydroxycyclohexane-1-carboxylic acid tert-butyl ester